ClC1=C(COP2(OCC3=C(O2)C=C(O3)N3C(NC(C(=C3)F)=O)=O)=O)C=CC=C1 1-((4AR,6R,7aS)-2-(2-chlorobenzyloxy)-2-oxo-4H-furo[3,2-d][1,3,2]dioxaphosphorin-6-yl)-5-fluoropyrimidine-2,4(1H,3H)-dione